C(C1=CC=CC=C1)O[C@H]1[C@H](O[C@@]2(C=C(CO2)C)[C@@H]([C@H]1N1N=NC(=C1)C1=CC(=C(C(=C1)F)F)F)OCC1=CC=CC=C1)COCC1=CC=CC=C1 1-((5S,7R,8R,9S,10R)-8,10-bis(benzyloxy)-7-((benzyloxy)methyl)-3-methyl-1,6-dioxaspiro[4.5]dec-3-en-9-yl)-4-(3,4,5-trifluorophenyl)-1H-1,2,3-triazole